ClC1=NC=C2N=C(N(C2=N1)C=1C=C(C=CC1)NC(OC(C)(C)C)=O)C1=CC=CC=C1 tert-butyl (3-(2-chloro-8-phenyl-9H-purin-9-yl)phenyl)carbamate